N-(1-(2,2-difluorocyclopropyl)-1H-pyrazolo[3,4-b]pyridin-6-yl)-4-iodo-2-(6-azaspiro[2.5]octan-6-yl)benzamide FC1(C(C1)N1N=CC=2C1=NC(=CC2)NC(C2=C(C=C(C=C2)I)N2CCC1(CC1)CC2)=O)F